rac-6-[2-(2,2-difluoroethoxy)phenyl]-N-[4-(2-hydroxypropan-2-yl)phenyl]-5-oxo-2-(oxolan-3-yl)-2,5-dihydropyridazine-4-carboxamide FC(COC1=C(C=CC=C1)C=1C(C(=CN(N1)[C@H]1COCC1)C(=O)NC1=CC=C(C=C1)C(C)(C)O)=O)F |r|